ClC1=NC(=CC(=C1C(=O)O)C)C 2-chloro-4,6-dimethyl-3-pyridinecarboxylic acid